4-(p-maleimido-phenyl)butanoic acid succinimidyl ester C1(CCC(N1OC(CCCC1=CC=C(C=C1)N1C(C=CC1=O)=O)=O)=O)=O